C1(CC1)C=1C=CC(=C(C1)NC(=O)N1CC(CC1)(C1=NC=NS1)C1=CC(=C(C=C1)C)F)C(NC)=O N-(5-cyclopropyl-2-(methylcarbamoyl)phenyl)-3-(3-fluoro-4-methylphenyl)-3-(1,2,4-thiadiazol-5-yl)pyrrolidine-1-carboxamide